C(C)(C)(C)OC(N(C)C1CCN(CC1)C1=CC2=C(N(C(N2C)=O)C2C(NC(CC2)=O)=O)C=C1)=O N-[1-[1-(2,6-dioxo-3-piperidinyl)-3-methyl-2-oxo-benzoimidazol-5-yl]-4-piperidinyl]-N-methyl-carbamic acid tert-butyl ester